sulfanyl chloride SCl